CC1(CC(C2=C(C=CC=C12)N1N=CC(=C1)C(=O)N)C)C (1,1,3-trimethyl-2,3-dihydro-1H-inden-4-yl)-1H-pyrazole-4-carboxamide